methyl (chlorocarbonyl)valinate ClC(=O)N[C@@H](C(C)C)C(=O)OC